NC1=C(N=NC2=CC(=CC=C12)I)C(=O)N 4-Amino-7-iodocinnoline-3-carboxamide